NC1=NNC(C1N=NC=1SC=CN1)=O 3-amino-4-(thiazol-2-yldiazenyl)-1H-pyrazol-5(4H)-one